(3-chlorophenyl)(ethyl)(imino)-λ6-sulfanone ClC=1C=C(C=CC1)S(=O)(=N)CC